(isopropylsulfonyl)-4-oxobutanamide C(C)(C)S(=O)(=O)C(C(=O)N)CC=O